COC(C(C)O)=O 2-hydroxypropionic acid methyl ester